ClC1=C2C(=NC=C1C(=O)OC)NC=C2 Methyl 4-chloro-1H-pyrrolo[2,3-b]pyridine-5-carboxylate